3-trifluoromethyl-5-methylOxy-5-ethoxyPentenoic acid methyl ester COC(C=C(CC(OCC)OC)C(F)(F)F)=O